benzyl 4-((4-((tert-butyldiphenylsilyl)oxy)-2,3,6-trimethylbenzoyl)oxy)-6-methoxy-2,3-dimethylbenzoate [Si](C1=CC=CC=C1)(C1=CC=CC=C1)(C(C)(C)C)OC1=C(C(=C(C(=O)OC2=C(C(=C(C(=O)OCC3=CC=CC=C3)C(=C2)OC)C)C)C(=C1)C)C)C